C(C)(C)(C)OC(=O)N1CC2(C1)OCNC2.OCC[N+](C)(C)C N-(2-hydroxyethyl)-N,N,N-trimethyl-ammonium tert-butyl-5-oxa-2,7-diazaspiro[3.4]octane-2-carboxylate